C12CN(CC(CC1)N2)C2=C(N=NC(=C2)C2=C(C=CC=C2)OCOC)N 4-(3,8-diazabicyclo[3.2.1]oct-3-yl)-6-(2-(methoxymethoxy)phenyl)pyridazin-3-amine